2-(4-hydroxy-3,5-dimethylphenyl)-5,7-dimethoxypyrido[2,3-d]pyrimidin-4(3H)-one OC1=C(C=C(C=C1C)C=1NC(C2=C(N1)N=C(C=C2OC)OC)=O)C